1-(4-(3-(4-chloro-3-(trifluoromethoxy)phenyl)-1,2,4-oxadiazol-5-yl)piperidin-1-yl)-2-(1-methyl-1H-1,2,4-triazol-5-yl)ethan-1-one ClC1=C(C=C(C=C1)C1=NOC(=N1)C1CCN(CC1)C(CC1=NC=NN1C)=O)OC(F)(F)F